COC1=CC2=C(N(N=N2)C=2C=C3CN(CC3=CC2)S(=O)(=O)N)C=C1OC 5-(5,6-dimethoxy-1H-benzo[d][1,2,3]triazol-1-yl)-isoindoline-2-sulfonamide